COC(=O)C=1C=C(C=CC1)C=1OC2=C(C=C(C=C2C(C1C)=O)C)[C@@H](C)NC1=C(C(=O)O)C=CC=C1 2-[[(1R)-1-[2-(3-Methoxycarbonylphenyl)-3,6-dimethyl-4-oxo-chromen-8-yl]ethyl]amino]benzoic acid